(3aS,4R,6aR)-1-((S)-2-amino-3-phenylpropionyl)-4-(4-dihydroxyboryl-butyl)octahydropyrrolo[3,4-b]pyrrole-4-carboxylic acid dihydrochloride Cl.Cl.N[C@H](C(=O)N1[C@@H]2[C@H](CC1)[C@@](NC2)(C(=O)O)CCCCB(O)O)CC2=CC=CC=C2